ClC=1SC(=CN1)CN1COCN(C1=N[N+](=O)[O-])C 3-(2-chloro-1,3-thiazol-5-ylmethyl)-5-methyl-1,3,5-oxadiazine-4-ylidene(nitro)amine